ClC=1C2=C(C=3N(N1)C(=NN3)C)C=CC=N2 6-Chloro-3-methylpyrido[3,2-d][1,2,4]triazolo[4,3-b]pyridazine